C1(CCCCC1)[C@]1(C(NC2=C(C(=CC=C12)F)C)=O)C1=CC=C(C=C1)B(O)O (S)-(4-(3-cyclohexyl-6-fluoro-7-methyl-2-oxoindolin-3-yl)phenyl)boronic acid